CN1C=C(C2=CC=CC(=C12)N1C(NC(CC1)=O)=O)N1CCNCC1 1-(1-methyl-3-(piperazin-1-yl)-1H-indol-7-yl)dihydropyrimidine-2,4(1H,3H)-dione